4-[5-[3-[2-(4-tert-butoxy-4-oxo-butanoyl)-4-fluoro-6-methoxy-isoindolin-5-yl] oxypropoxy]-4-fluoro-6-methoxy-benzothiophen-2-yl]-4-oxo-butanoate C(C)(C)(C)OC(CCC(=O)N1CC2=CC(=C(C(=C2C1)F)OCCCOC=1C(=CC2=C(C=C(S2)C(CCC(=O)[O-])=O)C1F)OC)OC)=O